C1(=CC=CC=C1)NCCCN N1-phenyl-propane-1,3-diamine